C(C)OC(=O)C1=C(N=C(N1C1=CC=C(C=C1)F)C)C 1-(4-fluorophenyl)-2,4-dimethyl-1H-imidazole-5-carboxylic acid ethyl ester